5-(2,5-dimethyl-1,2,3,4-tetrahydroisoquinolin-7-yl)-3-((1-methylpiperidin-4-yl)methoxy)pyrazin-2-amine CN1CC2=CC(=CC(=C2CC1)C)C=1N=C(C(=NC1)N)OCC1CCN(CC1)C